CC=1C(=NC=CC1)NC1=NC(=NS1)C1=NC=C(C=C1)OC(F)(F)F N-(3-methyl-pyridin-2-yl)-3-(5-(trifluoro-methoxy)pyridin-2-yl)-1,2,4-thiadiazol-5-amine